6,10,14-hexadecatrienoic acid C(CCCCC=CCCC=CCCC=CC)(=O)O